5-(3-(2,2-difluoroethyl)-2-methyl-3H-imidazo[4,5-b]pyridin-5-yl)-N-(cis-3-(4-methylpiperazin-1-yl)cyclobutyl)pyrrolo[2,1-f][1,2,4]triazin-2-amine FC(CN1C(=NC=2C1=NC(=CC2)C=2C=CN1N=C(N=CC12)N[C@@H]1C[C@@H](C1)N1CCN(CC1)C)C)F